2,2-difluoro-2-(3-((4-methylpiperazin-1-yl)methyl)phenyl)acetic acid ethyl ester C(C)OC(C(C1=CC(=CC=C1)CN1CCN(CC1)C)(F)F)=O